C(C=1C(C(=O)OCCCC)=CC=CC1)(=O)OCCCC anti-dibutyl phthalate